N-{8-(4-chlorophenoxy)-2-morpholino-5,6,7,8-tetrahydroquinolin-5-yl}acrylamide ClC1=CC=C(OC2CCC(C=3C=CC(=NC23)N2CCOCC2)NC(C=C)=O)C=C1